1-amino-2-oxa-3,3-diamino-5-(1-amino-ethoxy)-nonane NCOC(CC(CCCC)OC(C)N)(N)N